C(CCC)NC(=O)N(C)C N-butyl-N',N'-dimethylurea